C1(=CC=CC=2C3=CC=CC=C3NC12)C(=O)C1=CC=CC=C1 carbazolephenone